2-[1-(2-Pentyn-1-yl)-1H-1,2,3-triazol-4-yl]-5-(trifluoromethyl)pyridine C(C#CCC)N1N=NC(=C1)C1=NC=C(C=C1)C(F)(F)F